(2R,5S)-2-(azidomethyl)-5-(4-chlorobenzyl)-4-(4-(4,5-dimethylthiazol-2-yl)cyclohexyl)morpholine hydrochloride Cl.N(=[N+]=[N-])C[C@H]1CN([C@H](CO1)CC1=CC=C(C=C1)Cl)C1CCC(CC1)C=1SC(=C(N1)C)C